(E)-5-chloro-3-((1-hydroxy-2-methylpropyl-imino)meth-yl)benzene-1,2-diol ClC1=CC(=C(C(=C1)O)O)/C=N/C(C(C)C)O